COC(C(C)N(C(C(F)(F)F)=O)C)OC N-(1,1-dimethoxypropan-2-yl)-2,2,2-trifluoro-N-methylacetamide